FC=1C=C2CCN(C2=CC1)S(=O)(=O)C=1C=C2CCC(NC2=CC1)=O 6-((5-fluoroindolin-1-yl)sulfonyl)-3,4-dihydroquinolin-2(1H)-one